(3R,5R,8R,9S,10S,13S,14S,17R)-17-((1R,2S)-1-cyclopropyl-1-hydroxypropan-2-yl)-10,13-dimethyl-3-(trifluoromethyl)hexadecahydro-1H-cyclopenta[a]phenanthren-3-ol C1(CC1)[C@H]([C@@H](C)[C@H]1CC[C@H]2[C@@H]3CC[C@@H]4C[C@@](CC[C@@]4([C@H]3CC[C@]12C)C)(O)C(F)(F)F)O